(+/-)-trans-3-((4-(5,7-difluoro-1H-indol-3-yl)-6-(furan-2-yl)-1,3,5-triazin-2-yl)amino)bicyclo[2.2.2]octane-2-carboxylic acid FC=1C=C2C(=CNC2=C(C1)F)C1=NC(=NC(=N1)C=1OC=CC1)NC1C(C2CCC1CC2)C(=O)O